C(C)(C)(C)OC(NCCOC1=C(C=C(C=C1)[N+](=O)[O-])C[S@](=O)C)=O |r| (±)-(2-(2-((methylsulfinyl)methyl)-4-nitrophenoxy)ethyl)carbamic acid tert-butyl ester